N1=CC=C(C=C1)C1=CC(=NO1)C1=CC=C(C=C1)NC(C)=O N-(4-(5-(pyridin-4-yl)isoxazol-3-yl)phenyl)acetamide